4-(9-methyl-2-(6-methyl-1H-benzo[d][1,2,3]triazol-1-yl)-8-(pyridin-4-yl)-9H-purin-6-yl)morpholin CN1C2=NC(=NC(=C2N=C1C1=CC=NC=C1)N1CCOCC1)N1N=NC2=C1C=C(C=C2)C